2-(3-(((1s,3s)-3-aminocyclobutyl)thio)-1,2,4-triazin-6-yl)-5-(1H-imidazol-1-yl)phenol NC1CC(C1)SC=1N=NC(=CN1)C1=C(C=C(C=C1)N1C=NC=C1)O